N[C@@H](CCOC1=C(CN(C=2C=CC=3N=CN=CC3N2)C)C=C(C=C1)F)C (R)-6-((2-(3-aminobutoxy)-5-fluorobenzyl)(methyl)amino)pyrido[3,2-d]pyrimidine